(S)-7,7a,8,9,10,11-hexahydro-6H-dipyrido[2,1-d:2',3'-f][1,2,5]thiadiazepine 5,5-dioxide N1=CC=CC2=C1N1[C@H](CNS2(=O)=O)CCCC1